BrC=1C=C2CNC(=NC2=CC1I)Cl 6-bromo-2-chloro-7-iodo-3,4-dihydroquinazoline